4-(2-(2,6-Dimethylpyridin-4-yl)-3-isopropyl-1H-indol-5-yl)-1-(trifluoromethyl)cyclohexanol CC1=NC(=CC(=C1)C=1NC2=CC=C(C=C2C1C(C)C)C1CCC(CC1)(O)C(F)(F)F)C